BrC=1C=C(C=C(C1N[C@@H](CO)C1CCC(CC1)C)[N+](=O)[O-])S(=O)(=O)N (R)-3-bromo-4-((2-hydroxy-1-(4-methylcyclohexyl)ethyl)amino)-5-nitrobenzenesulfonamide